FC(C(=O)O)(F)F.C(CCCC)#N pentanenitrile trifluoroacetate